The molecule is a phenolate anion obtained by deprotonation of the 8-hydroxy group of (2S-3S)-versiconal hemiacetal. It is the major microspecies at pH 7.3 (according to Marvin v 6.2.0.). It is a conjugate base of a (2S-3S)-versiconal hemiacetal. C1=C(C=C(C2=C1C(=O)C3=CC4=C([C@@H]([C@H](O4)O)CCO)C(=C3C2=O)[O-])O)O